2-(2-(((2S,4R)-1-(1H-imidazole-1-carbonyl)-4-((4-(nonanoyloxy)-3-((nonanoyloxy)methyl)butanoyl)oxy)pyrrolidin-2-yl)methoxy)-2-oxoethyl)propane-1,3-diyl dinonanoate C(CCCCCCCC)(=O)OCC(COC(CCCCCCCC)=O)CC(=O)OC[C@H]1N(C[C@@H](C1)OC(CC(COC(CCCCCCCC)=O)COC(CCCCCCCC)=O)=O)C(=O)N1C=NC=C1